(4R)-N-[5-(3,5-Dichlorophenyl)-1-(dimethylamino)-2-naphthyl]chroman-4-carboxamid ClC=1C=C(C=C(C1)Cl)C1=C2C=CC(=C(C2=CC=C1)N(C)C)NC(=O)[C@@H]1CCOC2=CC=CC=C12